ethyl-nonanoic acid C(C)C(C(=O)O)CCCCCCC